C(C)(C)(C)C1=CC=C(C=C1)C=1C=C2CCN(C(C2=CC1)=O)C=1C=CC(=C(C1)NS(=O)(=O)CC)O N-(5-(6-(4-(tert-butyl)phenyl)-1-oxo-3,4-dihydroisoquinolin-2(1H)-yl)-2-hydroxyphenyl)ethanesulfonamide